ClC1=CC=C2C(=N1)N=C(N2)CC=2N=C1N(C(=CC=C1)C1=C(C=C(C=C1)Cl)Cl)C2 2-({5-chloro-1H-imidazo[4,5-b]pyridin-2-yl}methyl)-5-(2,4-dichlorophenyl)imidazo[1,2-a]pyridine